2-methoxy-4-{[(E)-8-methylnon-6-enamido]methyl}phenyl trans-4-aminocyclohexane-1-carboxylate N[C@@H]1CC[C@H](CC1)C(=O)OC1=C(C=C(C=C1)CNC(CCCC\C=C\C(C)C)=O)OC